(R)-N'-((1,2,3,5,6,7-hexahydrodicyclopenta[b,e]pyridin-8-yl)carbamoyl)-2-(2-hydroxypropan-2-yl)thiazole-4-sulfonimidamide C1CCC2=NC3=C(C(=C21)NC(=O)N=[S@](=O)(N)C=2N=C(SC2)C(C)(C)O)CCC3